O=C1N(C(C=C1)=O)CCN[C@H](CCC(N)=O)C(=O)N[C@H](CCC(=O)O)C(=O)O N-[2-(2,5-Dioxo-2,5-dihydro-1H-pyrrol-1-yl)ethyl]-D-glutaminyl-D-glutamic acid